FS(C=1C=C(C=CC1)[C@@H]1[C@@H](C1)C=O)(F)(F)(F)F |r| ((1RS,2SR)-2-(3-(pentafluoro-λ6-sulfaneyl)phenyl)cyclopropyl)methanone